BrC=1N=C(C=2N(C1)C(=CN2)C(F)(F)F)N2[C@H](CC2)C 6-bromo-8-[(2S)-2-methylazetidin-1-yl]-3-(trifluoromethyl)imidazo[1,2-a]pyrazine